(R)-3-((1-(6-aminohexan-2-yl)-7-(N,N-dimethylsulfamoyl)-1H-benzo[d]imidazol-2-yl)carbamoyl)benzoic acid NCCCC[C@@H](C)N1C(=NC2=C1C(=CC=C2)S(N(C)C)(=O)=O)NC(=O)C=2C=C(C(=O)O)C=CC2